(S)-N-((R)-2,2-difluoro-1-(2-methoxyphenyl)ethyl)-2-methylpropane-2-sulfinamide FC([C@@H](C1=C(C=CC=C1)OC)N[S@@](=O)C(C)(C)C)F